NC=1N=C(N(C(C1SC1=C(C=CC=C1)S(=O)(=O)NC)=O)C)N1CCC2(CC1)[C@@H](C1=CC=CC=C1C2)N (S)-2-((4-amino-2-(1-amino-1,3-dihydrospiro[indene-2,4'-piperidine]-1'-yl)-1-methyl-6-oxo-1,6-dihydropyrimidin-5-yl)thio)-N-methylbenzenesulfonamide